BrC1=C(C=CC(=C1)F)NC(C)=O N-(2-bromo-4-fluoro-phenyl)-acetamide